3-amino-6-methoxy-5-trifluoromethyl-pyridine-2-carboxylic acid ((R)-3,3,3-trifluoro-2-hydroxy-2-methyl-propyl)-amide FC([C@](CNC(=O)C1=NC(=C(C=C1N)C(F)(F)F)OC)(C)O)(F)F